1-((4'-methyl-[2,2'-bipyridin]-4-yl)methoxy)cyclopropane-1-carboxylic acid CC1=CC(=NC=C1)C1=NC=CC(=C1)COC1(CC1)C(=O)O